C(=O)(O)C(CCCCNC(C1=CC=C(C=C1)I)=O)NC(NC(C(=O)O)CCC(=O)O)=O 2-[3-[1-carboxy-5-(4-iodo-benzoylamino)-pentyl]-ureido]-glutaric acid